N1(CCC2=CC=CC=C12)C1=NNC2=C(C=C1)C=CC=C2 indolinylbenzodiazepine